C(CCCCC)OC1=CC=C(C(=O)OC2=CC=C(C=C2)CCCCC)C=C1 4-pentylphenyl 4-hexyloxybenzoate